sodium l-ascorbate 2-phosphate P(=O)([O-])([O-])OC=1C(=O)O[C@@H](C1[O-])[C@@H](O)CO.[Na+].[Na+].[Na+]